N1=CC(=CC=C1)N1N=C(C(=C1)C1=C(C=CC=C1)C)C(N)=S 1-(pyridin-3-yl)-4-(2-methylphenyl)-1H-pyrazole-3-thioamide